FC(C(=O)NCCC(=O)NCCOCCNC(OC(C)(C)C)=O)(F)F tert-butyl (2-(2-(3-(2,2,2-trifluoroacetamido)propanamido)ethoxy)ethyl)carbamate